C(C)(C)(C)OC(=O)N1CCC(C1)CC1=CC=CC=C1 4-benzylpyrrolidine-1-carboxylic acid tert-butyl ester